3-[(3R)-4-fluoro-3-methyl-5-[(2R)-2-methyl-4-[(1r,3r)-3-(piperidin-4-yloxy)cyclobutyl]piperazin-1-yl]-1-oxo-3H-isoindol-2-yl]piperidine-2,6-dione FC1=C2[C@H](N(C(C2=CC=C1N1[C@@H](CN(CC1)C1CC(C1)OC1CCNCC1)C)=O)C1C(NC(CC1)=O)=O)C